3,4-bis(2-methylbenzyl)-5-phenylfuran-2(5H)-one CC1=C(CC=2C(OC(C2CC2=C(C=CC=C2)C)C2=CC=CC=C2)=O)C=CC=C1